(2R,4R)-N-(4-tert-butylphenyl)-1-cyano-N-[2-(cyclohexylamino)-1-(4-methyl-1,2,4-triazol-3-yl)-2-oxo-ethyl]-4-hydroxy-pyrrolidine-2-carboxamide C(C)(C)(C)C1=CC=C(C=C1)N(C(=O)[C@@H]1N(C[C@@H](C1)O)C#N)C(C(=O)NC1CCCCC1)C1=NN=CN1C